2-fluoro-4-(trifluoromethyl)phenylboron FC1=C(C=CC(=C1)C(F)(F)F)[B]